6-((2,2,2-trifluoroethyl)amino)picolinonitrile FC(CNC1=CC=CC(=N1)C#N)(F)F